I.CN(C(=N)SC)C methyl N,N-dimethylcarbamimidothioate hydroiodide